1-[(2,4-dimethyl-1,3-thiazol-5-yl)methyl]-3-[(2-methyl-1,3-thiazol-5-yl)methyl]-N-(3-methyloxetan-3-yl)-2,4-dioxoquinazoline-6-sulfonamide CC=1SC(=C(N1)C)CN1C(N(C(C2=CC(=CC=C12)S(=O)(=O)NC1(COC1)C)=O)CC1=CN=C(S1)C)=O